N-(3,5-dichloro-4-((2-methoxy-1-methyl-1H-benzo[d]imidazol-6-yl)oxy)phenyl)-5-oxo-4,5-dihydro-1,2,4-oxadiazole-3-carboxamide ClC=1C=C(C=C(C1OC=1C=CC2=C(N(C(=N2)OC)C)C1)Cl)NC(=O)C1=NOC(N1)=O